(4-amino-7-fluoroimidazo[1,5-a]quinoxalin-8-yl)((2R,4aS,9aR)-7-bromo-8-fluoro-2-methyl-2,3,9,9a-tetrahydroindeno[2,1-b][1,4]oxazin-4(4aH)-yl)methanone NC=1C=2N(C3=CC(=C(C=C3N1)F)C(=O)N1[C@@H]3[C@H](O[C@@H](C1)C)CC=1C(=C(C=CC13)Br)F)C=NC2